C(#N)C1=CC=C(C=N1)CNC(=O)C=1C(=C2C=CC(=NC2=CN1)OCC=1C=NC=NC1)O N-((6-cyanopyridin-3-yl)methyl)-5-hydroxy-2-(pyrimidin-5-ylmethoxy)-1,7-naphthyridine-6-carboxamide